methyl (S)-5-(4-(benzyloxy) phenyl)-2-((tert-butoxycarbonyl) amino)-5-oxopentanoate C(C1=CC=CC=C1)OC1=CC=C(C=C1)C(CC[C@@H](C(=O)OC)NC(=O)OC(C)(C)C)=O